CC1=C(C=NC=2OCCNC21)N2CC=1N=C(N=CC1CC2)NC2=CC(=CC=C2)CN2CCN(CC2)C 7-{8-methyl-1H,2H,3H-pyrido[2,3-b][1,4]oxazin-7-yl}-N-{3-[(4-methylpiperazin-1-yl)methyl]phenyl}-5H,6H,7H,8H-pyrido[3,4-d]pyrimidin-2-amine